2-(4-((((3-methoxypropyl)carbamoyl)oxy)methyl)piperidin-1-yl)thiazole COCCCNC(=O)OCC1CCN(CC1)C=1SC=CN1